FC1=C(C(=C2C=NNC2=C1F)C=1N=CC=2N(C1)C=C(N2)NC(=O)C2C(C2)F)SC N-(6-(6,7-difluoro-5-(methylthio)-1H-indazol-4-yl)imidazo[1,2-a]pyrazin-2-yl)-2-fluorocyclopropane-1-carboxamide